N-(1,10-phenanthroline-2-yl)-N-(2-(pyridin-2-yl)ethyl)-1,10-phenanthroline-2-amine N1=C(C=CC2=CC=C3C=CC=NC3=C12)N(C1=NC2=C3N=CC=CC3=CC=C2C=C1)CCC1=NC=CC=C1